tert-butyl N-[(3R)-1-(7-cyano-[1,2,4]triazolo[4,3-a]pyridin-3-yl)-3-piperidyl]carbamate C(#N)C1=CC=2N(C=C1)C(=NN2)N2C[C@@H](CCC2)NC(OC(C)(C)C)=O